(E)-3-(6-bromo-1-(pyridin-2-ylmethyl)-1H-indol-3-yl)-2-cyanoacrylate BrC1=CC=C2C(=CN(C2=C1)CC1=NC=CC=C1)/C=C(/C(=O)[O-])\C#N